N1-Methyl-lysergic acid diethylamide C(C)N(C(=O)[C@H]1CN(C)[C@@H]2CC3=CN(C4=CC=CC(C2=C1)=C34)C)CC